Cl.N[C@@H](CCCNC(N)=N)C(=O)O L-arginin-HCL